(2R,4S)-1-(tert-butoxycarbonyl)-4-phenylpyrrolidine-2-carboxylic acid C(C)(C)(C)OC(=O)N1[C@H](C[C@H](C1)C1=CC=CC=C1)C(=O)O